FC=1C=C2C(=NC(=NC2=CC1)NC1=CC=C(C(=O)O)C=C1)C(F)(F)F 4-(6-fluoro-4-trifluoromethylquinazolin-2-yl)aminobenzoic acid